N-{(2S,3R)-4,4-difluoro-1-(1-hydroxycyclobutane-1-carbonyl)-2-[(2,2',3'-trifluoro[1,1'-biphenyl]-3-yl)methyl]pyrrolidin-3-yl}cyclopropanesulfonamide FC1([C@@H]([C@@H](N(C1)C(=O)C1(CCC1)O)CC=1C(=C(C=CC1)C1=C(C(=CC=C1)F)F)F)NS(=O)(=O)C1CC1)F